1-chloro-4-ethenylbenzene ClC1=CC=C(C=C1)C=C